propionic acid (2S)-2-propyl-1,1-dimethylpropoxy ester C(CC)[C@@H](C(OOC(CC)=O)(C)C)C